8-bromo-3-(2-bromo-5-fluorobenzylidene)-6-methylchromen-4-one BrC=1C=C(C=C2C(C(COC12)=CC1=C(C=CC(=C1)F)Br)=O)C